(S)-N-(1-(5-((4-(4-morpholino-7H-pyrrolo[2,3-d]pyrimidin-6-yl)phenyl)amino)pyrimidin-2-yl)piperidin-3-yl)acrylamide O1CCN(CC1)C=1C2=C(N=CN1)NC(=C2)C2=CC=C(C=C2)NC=2C=NC(=NC2)N2C[C@H](CCC2)NC(C=C)=O